(2S,3S,4R,5S)-5-(6-((3,5-dimethylbenzyl)amino)-2-(5-fluoropyridin-3-yl)-9H-purin-9-yl)-3,4-dihydroxyl-N-methyltetrahydrofuran-2-carboxamide CC=1C=C(CNC2=C3N=CN(C3=NC(=N2)C=2C=NC=C(C2)F)[C@@H]2[C@@H]([C@@H]([C@H](O2)C(=O)NC)O)O)C=C(C1)C